N-{[(2S)-2-hydroxy-3-piperidin-1-ylpropyl]oxy}pyridine O[C@H](CON1CC=CC=C1)CN1CCCCC1